ClC1=C(OCC2=NN=C(S2)C2=C(C(=O)N)C(=CC(=N2)C)C2=C(C=CC=C2)OC)C=CC=C1 (5-((2-chlorophenoxy)methyl)-1,3,4-thiadiazol-2-yl)-4-(2-methoxyphenyl)-6-methylnicotinamide